C1CS(=O)(=O)OC1=O sulfopropionic acid anhydride